(S)-2-amino-1,1-diphenylpropanol N[C@H](C(O)(C1=CC=CC=C1)C1=CC=CC=C1)C